Cl.N[C@H](C(=O)OC(C)(C)C)CC(=O)OC(C)(C)C (S)-di-tert-butyl 2-aminosuccinate hydrochloride